ClC1=C2C(=NC=C1)SC(=C2)C=2C(N(CC2)C(=O)OC(C)(C)C)C tert-Butyl 3-(4-chlorothieno[2,3-b]pyridin-2-yl)-2-methyl-2,5-dihydro-1H-pyrrole-1-carboxylate